C(=O)C=1N=C(N(C1)C(=O)OC(C)(C)C)CC(F)(F)F tert-butyl 4-formyl-2-(2,2,2-trifluoroethyl)-1H-imidazole-1-carboxylate